cyclooctyl L-alaninate N[C@@H](C)C(=O)OC1CCCCCCC1